C1(CCC1)CN1C(N(CC12CCC(CC2)(C2=CC=CC=C2)NC)CC2=CC=C(C=C2)OC)=O CIS-1-(cyclobutyl-methyl)-3-[(4-methoxyphenyl)-methyl]-8-methylamino-8-phenyl-1,3-diazaspiro[4.5]decan-2-one